5-chloro-2-(cyclopropylmethoxy)benzaldehyde ClC=1C=CC(=C(C=O)C1)OCC1CC1